ClC1=CC=C2C(=N1)N(N(C2=O)C(=O)OC(C)(C)C)C tert-butyl 6-chloro-1-methyl-3-oxo-1,3-dihydro-2H-pyrazolo[3,4-b]pyridine-2-carboxylate